2-(4-chlorophenyl)-2-hydroxypyrrolidine ClC1=CC=C(C=C1)C1(NCCC1)O